O[C@H]1[C@H](CCC1)NC(OCC1=CC=CC=C1)=O benzyl N-[(1S,2R)-2-hydroxycyclopentyl]-carbamate